cobalt-iron-lead-zinc [Zn].[Pb].[Fe].[Co]